2-Chloro-N-(2,4-dimethoxybenzyl)-N-(1-(2-methoxy-4-(methylsulfonamido)phenyl)-6-(pyrazolo[1,5-a]pyrimidin-3-yl)-1H-pyrazolo[4,3-c]pyridin-3-yl)acetamide ClCC(=O)N(C1=NN(C2=C1C=NC(=C2)C=2C=NN1C2N=CC=C1)C1=C(C=C(C=C1)NS(=O)(=O)C)OC)CC1=C(C=C(C=C1)OC)OC